COC(=O)C12C(N(C(C(CN(C1)CCN1CC3(C(N(C(C(C1)(C3=O)C(=O)OC)C3=NC=CC=C3)CC3=NC=CC=C3)C3=NC=CC=C3)C(=O)OC)(C2=O)C(=O)OC)C2=NC=CC=C2)CC2=NC=CC=C2)C2=NC=CC=C2 1,2-bis{1,5-bis(methoxycarbonyl)-3-(pyridin-2-ylmethyl)-9-oxo-2,4-bis(pyridin-2-yl)-3,7-diazabicyclo[3.3.1]non-7-yl}ethane